4-chloro-3-(3,5,7-trifluoro-4-oxo-1,4-dihydroquinolin-2-yl)benzonitrile ClC1=C(C=C(C#N)C=C1)C=1NC2=CC(=CC(=C2C(C1F)=O)F)F